CC1=COC2=C1C=CC(=C2)OB(O)O (3-methylbenzofuran-6-yl)boric acid